2-((2S)-1-acryloyl-4-(5-(2-fluoro-6-hydroxyphenyl)-2,2-dimethyl-3,4-dihydro-2H-pyrano[2,3-f]quinazolin-10-yl)piperazin-2-yl)acetonitrile C(C=C)(=O)N1[C@H](CN(CC1)C1=NC=NC2=CC(=C3C(=C12)OC(CC3)(C)C)C3=C(C=CC=C3O)F)CC#N